COC(\C=C\C)=O (E)-but-2-enoic acid methyl ester